C(CCCCC)N1C(CC=2C1=CC=1CC(N(C1C2)CCCCCC)=O)=O 1,5-dihexyl-5,7-dihydro-1h,3h-pyrrolo[2,3-f]indole-2,6-dione